FC1=C(C=CC(=C1)C(F)(F)F)COC1CN(C1)C(=O)N1C[C@H](CC1)C(=O)N (3S)-1-[3-[[2-fluoro-4-(trifluoromethyl)phenyl]methoxy]azetidine-1-carbonyl]pyrrolidine-3-carboxamide